CC1C(CC(C1)O)O 2-Methyl-1,4-cyclopentandiol